3H-imidazole 8-(2-hydroxybenzoamido)octanoic acid salt OC1=C(C(=O)NCCCCCCCC(=O)O)C=CC=C1.N1=CNC=C1